C(C)(C)C=1C=CC(=NC1)N 5-isopropylpyridin-2-amine